FC=1C=C2C(=NNC2=CC1OCCOC)C1=CC(=NO1)C1=CC=C(C=C1)C(=O)N1CC(C1)C1=CC=NC=C1 5-Fluoro-6-(2-methoxyethoxy)-3-(3-{4-[3-(pyridin-4-yl)azetidin-1-carbonyl]phenyl}-1,2-oxazol-5-yl)-1H-indazol